C(C)(C)S(=O)(=O)N1CC(C1)N1N=CN=N1 2-(1-(isopropylsulfonyl)azetidin-3-yl)-2H-tetrazol